(S)-N-(3-(2-((2-hydroxyethyl)amino)-6-morpholinopyrimidin-4-yl)-4-methylphenyl)-3-(2,2,2-trifluoroethyl)pyrrolidine-1-carboxamide OCCNC1=NC(=CC(=N1)C=1C=C(C=CC1C)NC(=O)N1C[C@@H](CC1)CC(F)(F)F)N1CCOCC1